1-(9-benzyl-1-methyl-1,3,4,9-tetrahydro-2H-pyrido[3,4-b]indol-2-yl)-2-(4-((9-benzyl-1-methyl-1,3,4,9-tetrahydro-2H-pyrido[3,4-b]indol-2-yl)methyl)-1H-1,2,3-triazol-1-yl)ethan-1-one C(C1=CC=CC=C1)N1C2=C(C3=CC=CC=C13)CCN(C2C)C(CN2N=NC(=C2)CN2C(C=1N(C3=CC=CC=C3C1CC2)CC2=CC=CC=C2)C)=O